FC1=CC=C(C=C1)C(=O)C=1N(C2=CC=CC=C2C1\N=N\C1=CC=C(C=C1)C)C (E)-(4-fluorophenyl)(1-methyl-3-(p-tolyldiazenyl)-1H-indol-2-yl)methanone